NC1=C2N=CN(C2=NC=N1)[C@@H]1O[C@@H]2COP(O[C@H]3[C@@H](CC[C@@H]3COP(O[C@H]2[C@H]1F)(=O)O)N1C2=NC=NC(=C2N=C1)N)(=O)O (1R,6R,8R,9R,10R,15R,18R)-8,18-bis(6-amino-9H-purin-9-yl)-9-fluoro-3,12-dihydroxy-2,4,7,11,13-pentaoxa-3λ5,12λ5-diphosphatricyclo[13.3.0.06,10]octadecane-3,12-dione